ClC=1C(=C(NC=2C3=C(N=CN2)C=CC(=N3)N3CCN(C2(CC2)C3)C(=O)OC(C)(C)C)C=CC1OCC1(CC1)F)F tert-butyl 7-[4-[3-chloro-2-fluoro-4-[(1-fluorocyclopropyl)methoxy]anilino]pyrido[3,2-d]pyrimidin-6-yl]-4,7-diazaspiro[2.5]octane-4-carboxylate